COC1=CC=C(C=C1)C=1N=CN(C1C1=CC=NC=C1)CC(=O)N1CCNCC1 2-[4-(4-methoxyphenyl)-5-(pyridin-4-yl)-1H-imidazol-1-yl]-1-(piperazin-1-yl)ethan-1-one